NC1=NC=CC=C1C1=NC=2C(=NC(=CC2)C2=CC=CC=C2)N1C1=CC=C(CNC(CC2=C(C(=C(C=C2)C=O)O)C(F)(F)F)=O)C=C1 N-(4-(2-(2-aminopyridin-3-yl)-5-phenyl-3H-imidazo[4,5-b]pyridin-3-yl)benzyl)-2-(4-formyl-3-hydroxy-2-(trifluoromethyl)phenyl)acetamide